C(C1=CC=CC=C1)NC(CO)CC1CCCCC1 2-(benzylamino)-3-cyclohexylpropan-1-ol